benzyl 13-(aminomethyl)-11-methyl-19-(naphthalen-1-yl)-10-oxo-14-oxa-2,5,11,16,19,23-hexaazatetracyclo[13.7.1.0^{2,7}.0^{17,22}]tricosa-1(23),15,17(22)-triene-5-carboxylate NCC1CN(C(CCC2CN(CCN2C=2C=3CCN(CC3N=C(O1)N2)C2=CC=CC1=CC=CC=C21)C(=O)OCC2=CC=CC=C2)=O)C